C(C)(C)N1C(C=C(C2=C1N=C(N=C2)S(=O)(=O)C)C#C[Si](C(C)C)(C(C)C)C(C)C)=O 8-Isopropyl-2-methanesulfonyl-5-[2-(triisopropylsilyl)ethynyl]pyrido[2,3-d]pyrimidin-7-one